N1=C(C=CC=C1)OC=1C=C(C=CC1)/C(=C(/C=1C=C2C=NN(C2=CC1)C1OCCCC1)\C1=CC=C(C=C1)/C=C/C(=O)OCC)/CC (E)-ethyl 3-(4-((E)-2-(3-(pyridin-2-yloxy)phenyl)-1-(1-(tetrahydro-2H-pyran-2-yl)-1H-indazol-5-yl)but-1-en-1-yl)phenyl)acrylate